ClC=1C(=NC=CC1C(C)(CCC=C)N[S@@](=O)C(C)(C)C)F (S)-N-(2-(3-chloro-2-fluoropyridin-4-yl)hex-5-en-2-yl)-2-methylpropane-2-sulfinamide